para-aminoazobenzene NC1=CC=C(C=C1)N=NC1=CC=CC=C1